C(C)N1C(NC2=CC(=CC=C2C1=S)CN1CCN(CC1)C=1C=C(C(=NC1)C(=O)NC)F)=O 5-(4-((3-ethyl-2-oxo-4-thioxo-1,2,3,4-tetrahydroquinazolin-7-yl)methyl)piperazin-1-yl)-3-fluoro-N-methylpicolinamide